CC1=C(C(=CC=C1)C)C=1C=C2OC3=CC=CC(C(NC4=CC=CC(S(NC(N1)=N2)(=O)=O)=C4)=O)=C3C Racemic-5-(2,6-dimethylphenyl)-21-methyl-9,9-dioxo-2-oxa-9λ6-thia-6,8,15,23-tetraazatetracyclo[15.3.1.13,7.110,14]tricosa-1(20),3,5,7(23),10(22),11,13,17(21),18-nonaen-16-one